N1C(C2(C=3C1=NC=CC3)C[C@@H]3[C@@H](CNC3)C2)=O (3aR,5R,6aS)-2,3,3a,4,6,6a-hexahydro-1H-spiro[cyclopenta[c]pyrrole-5,3'-pyrrolo[2,3-b]pyridine]-2'(1'H)-one